C(#N)C1=CC(=C(OC2=C(C(=C(C=N2)C2=NC=C(C=C2)C)C)C(=O)NC2=CC(=CC=C2)[S@@](=O)NC)C=C1)OC (R)-6'-(4-cyano-2-methoxyphenoxy)-4',5-dimethyl-N-(3-(S-methylaminosulfinyl)phenyl)-[2,3'-bipyridine]-5'-carboxamide